(S)-2-((((9H-Fluoren-9-yl)methoxy)carbonyl)amino)-4-amino-4-oxobutanamide C1=CC=CC=2C3=CC=CC=C3C(C12)COC(=O)N[C@H](C(=O)N)CC(=O)N